tert-Butyl (S,E)-3-(4-((2-azido-3-(methoxycarbonyl)benzylidene)amino)phenyl)piperidine-1-carboxylate N(=[N+]=[N-])C1=C(\C=N\C2=CC=C(C=C2)[C@H]2CN(CCC2)C(=O)OC(C)(C)C)C=CC=C1C(=O)OC